1-methyl-4-(3-[2-[4-(1,3-oxazol-2-yl)benzenesulfonyl]-1H,2H,3H-pyrrolo[3,4-c]pyridine-6-carbonyl]phenoxy)piperidine CN1CCC(CC1)OC1=CC(=CC=C1)C(=O)C1=CC2=C(C=N1)CN(C2)S(=O)(=O)C2=CC=C(C=C2)C=2OC=CN2